1-{N-[2-(3-oxo-4-morpholinyl)ethyl]-2-amino-5-chlorobenzo[d]thiazol-6-yl}-3-(4-chlorophenyl)urea O=C1N(CCOC1)CCN1C(SC2=C1C=C(C(=C2)NC(=O)NC2=CC=C(C=C2)Cl)Cl)N